benzoic acid-6-nitrooxyhexyl ester [N+](=O)([O-])OCCCCCCOC(C1=CC=CC=C1)=O